Cl.NCCCNC(C1=C(C=C(C=C1)NC=1C=2N(C=CN1)C(=CN2)C2=C(C(=C(C=C2)Cl)F)F)CC)=O N-(3-Aminopropyl)-4-((3-(4-chloro-2,3-difluorophenyl)imidazo[1,2-a]pyrazin-8-yl)amino)-2-ethylbenzamide hydrochloride